2-(2-(cyclopropanesulfonamido)-5-methylthiazol-4-yl)-N-(2-fluoro-4-(6-(trifluoromethyl)pyrazin-2-yl)phenyl)-2-methylpropanamide C1(CC1)S(=O)(=O)NC=1SC(=C(N1)C(C(=O)NC1=C(C=C(C=C1)C1=NC(=CN=C1)C(F)(F)F)F)(C)C)C